Potassium trifluoro-borohydride F[BH-](F)F.[K+]